2-(3-(dimethylamino)azetidin-1-yl)-N-(4-(3-(3-(methylsulfonamido)phenyl)-3H-imidazo[4,5-b]pyridin-5-yl)phenyl)acetamide CN(C1CN(C1)CC(=O)NC1=CC=C(C=C1)C1=CC=C2C(=N1)N(C=N2)C2=CC(=CC=C2)NS(=O)(=O)C)C